((3-bromophenyl)carbamoyl)-2-chloroacetamide BrC=1C=C(C=CC1)NC(=O)C(C(=O)N)Cl